ClC1=C(C=C(C=C1)N1N=C(N=C1CNC(=O)NCC1=NC=NN1C1=CC=C2C=NC=NC2=C1)C)F 1-{[1-(4-chloro-3-fluorophenyl)-3-methyl-1H-1,2,4-triazol-5-yl]methyl}-3-{[1-(quinazolin-7-yl)-1H-1,2,4-triazol-5-yl]methyl}urea